(2R,5'S)-5-chloro-5'-methyl-3H-spiro[furo[2,3-c]pyridine-2,3'-pyrrolidine]-1'-carboxylic acid tert-butyl ester C(C)(C)(C)OC(=O)N1C[C@]2(C[C@@H]1C)CC=1C(=CN=C(C1)Cl)O2